copper-zinc-magnesium oxide [O-2].[Mg+2].[Zn+2].[Cu+2].[O-2].[O-2]